CC1=CC=C(O1)C1=NC(=CC=2N1N=C(N2)C(F)(F)F)NC(=O)C2CC2 N-[5-(5-methylfuran-2-yl)-2-(trifluoromethyl)-[1,2,4]triazolo[1,5-c]pyrimidin-7-yl]cyclopropanecarboxamide